Ethyl-(trimethyl)silane C(C)[Si](C)(C)C